BrC1=CC=C2C=C(N(C2=C1)CC1CC1)C1=NN2C(C(=CC(=C2)C(=O)OC)F)=C1C(=O)O 2-(6-Bromo-1-(cyclopropylmethyl)-1H-indol-2-yl)-4-fluoro-6-(methoxycarbonyl)pyrazolo[1,5-a]pyridine-3-carboxylic acid